tert-Butyl 6-(1-methyl-1H-pyrazol-4-yl)-3-nitro-2-(quinolin-6-ylmethylamino)pyridin-4-ylcarbamate CN1N=CC(=C1)C1=CC(=C(C(=N1)NCC=1C=C2C=CC=NC2=CC1)[N+](=O)[O-])NC(OC(C)(C)C)=O